8-bromo-N-[(4S)-3,4-dihydro-2H-chromen-4-yl]-2,4-dimethyl-4H-chromen-3-carboxamide BrC=1C=CC=C2C(C(=C(OC12)C)C(=O)N[C@H]1CCOC2=CC=CC=C12)C